ClC1=C(C(=CC=C1)Cl)N1C=CC2=C(C(=CC=C12)N1C[C@H](C[C@H](C1)C)C)CO (1-(2,6-dichlorophenyl)-5-((3S,5R)-3,5-dimethylpiperidin-1-yl)-1H-indol-4-yl)methanol